3,5-di-tert-butyl-4-hydroxybenzaldehyde C(C)(C)(C)C=1C=C(C=O)C=C(C1O)C(C)(C)C